C(C)OC=1C=C(C=CC1OCC#C)/C=C/C(=O)C1=CC=C(OC(C(=O)O)C)C=C1 2-[4-[(E)-3-(3-Ethoxy-4-prop-2-ynoxyphenyl)prop-2-enoyl]phenoxy]propanoic acid